FC=1C=C(C=CC1C)N1C(OC=C1C1=CC=CC=C1)C1=CC=CC=C1 3-(3-fluoro-4-methylphenyl)-2,4-diphenyl-2,3-dihydro-oxazole